FC(OC1=CC2=C(N=C(O2)C=2C(=C(C=CC2)C2=C(C(=CC=C2)C=2OC3=C(N2)C=C(C(=C3)OC(F)F)CN3CC(C3)(C)O)C)C)C=C1CN1[C@@H](CCC1)C(=O)O)F ((6-(difluoromethoxy)-2-(3'-(6-(difluoromethoxy)-5-((3-hydroxy-3-methylazetidin-1-yl)methyl)benzo[d]oxazol-2-yl)-2,2'-dimethyl-[1,1'-biphenyl]-3-yl)benzo[d]oxazol-5-yl)methyl)-L-proline